C1(CC1)NC(C1=C(C=C(C=C1OC)C1=CN=C2N1C=CC(=C2)OCCCN2CCOCC2)OC(F)F)=O N-cyclopropyl-2-(difluoromethoxy)-6-methoxy-4-[7-(3-morpholinopropoxy)imidazo[1,2-a]pyridin-3-yl]benzamide